C(=O)=NC1CCCCC1 carbonyl-N-cyclohexylamine